NC1=CC(=CC(=N1)C1=CC=C(C#N)C=C1)SC 4-(6-amino-4-(methylthio)pyridin-2-yl)benzonitrile